C1(CC1)C1=CC(=NN1)NC1=NC(=NC=C1)N1CC2(CN(C2)C(=O)OC(C)(C)C)C1 tert-butyl 6-(4-((5-cyclopropyl-1H-pyrazol-3-yl)amino)pyrimidin-2-yl)-2,6-diazaspiro[3.3]heptane-2-carboxylate